ClC1=C(C(=CC=C1)Cl)C1=NC=CC2=CC=CC=C12 1-(2,6-dichlorophenyl)isoquinoline